2,6-dimethyl-1-cyclohexyl methacrylate C(C(=C)C)(=O)OC1C(CCCC1C)C